CN1CCN(C(C2=C1N=C(C=C2)C(F)(F)F)=O)C2=CC(=CC=C2)O[C@@H](CCNC)C=2SC=CC2 (S)-1-methyl-4-(3-(3-(methylamino)-1-(thiophen-2-yl)propoxy)phenyl)-8-(trifluoromethyl)-1,2,3,4-tetrahydro-5H-pyrido[2,3-e][1,4]diazepin-5-one